CC1(CC2(CN(C3=NC=C(N=C32)C(=O)N3C(CN(CC3)C3=NC(=C(C(=O)O)C(=C3)C)C)(C)C)C3=CC(=C(C(=C3)F)F)F)C1)C 6-(4-(3,3-dimethyl-5'-(3,4,5-trifluorophenyl)-5',6'-dihydrospiro[cyclobutane-1,7'-pyrrolo[2,3-b]pyrazine]-2'-carbonyl)-3,3-dimethylpiperazin-1-yl)-2,4-dimethylnicotinic acid